FC1CC(N(C1)C(CC=1OC=CN1)=O)C(=O)NC(C1=NC=C(C=C1)C(C)C)C1=CC=CC=C1 4-fluoro-1-[2-(1,3-oxazol-2-yl)acetyl]-N-{phenyl[5-(propan-2-yl)pyridin-2-yl]methyl}pyrrolidine-2-carboxamide